O(C1=CC=CC=C1)C(=O)N(CC(=O)O)CCC(=O)O N-phenoxycarbonyl-N-carboxyethylglycine